ClC=1C=C(OCCCC(C(=O)O)(C)C)C=CC1C=1N(C2=NC=NC(=C2N1)OC1(CC1)C)CC1=C(C=CC(=C1)Cl)OC 5-(3-chloro-4-(9-(5-chloro-2-methoxybenzyl)-6-(1-methylcyclopropoxy)-9H-purin-8-yl)phenoxy)-2,2-dimethylpentanoic acid